selenium sulfur-gallium-barium salt [Ba].[Ga].[S].[Se]